6-(5-(6-(4-methylpiperazin-1-yl)pyridin-3-yl)-1H-pyrrolo[2,3-b]pyridin-3-yl)imidazo[1,2-a]pyridine CN1CCN(CC1)C1=CC=C(C=N1)C=1C=C2C(=NC1)NC=C2C=2C=CC=1N(C2)C=CN1